4-[2-chloro-4-(2-cyclobutoxy-thiazol-4-yl)-6-fluoro-phenoxy]-butyric acid ClC1=C(OCCCC(=O)O)C(=CC(=C1)C=1N=C(SC1)OC1CCC1)F